C[N+](CCOP(=O)(O)[O-])(C)C.N(C(=N)N)CCCC[NH3+] 4-guanidinobutan-1-aminium 2-(trimethyl-ammonio)ethyl-hydrogenphosphate